1-[(2R*)-2-{[(4-{3-[3-(trifluoromethyl)phenyl]-1H-pyrrolo[3,2-b]pyridin-2-yl}pyridin-3-yl)oxy]methyl}azetidin-1-yl]prop-2-en-1-one FC(C=1C=C(C=CC1)C1=C(NC=2C1=NC=CC2)C2=C(C=NC=C2)OC[C@@H]2N(CC2)C(C=C)=O)(F)F |o1:25|